Cl.FC1=CC(=C2CCNCC2=C1)OC 7-fluoro-5-methoxy-1,2,3,4-tetrahydroisoquinoline hydrochloride